carbon silicon manganese chromium titanium [Ti].[Cr].[Mn].[Si].[C]